tert-Butyl (3-((6-chloro-3-(phenylamino)-9H-carbazol-1-yl)oxy)propyl)carbamate ClC=1C=C2C=3C=C(C=C(C3NC2=CC1)OCCCNC(OC(C)(C)C)=O)NC1=CC=CC=C1